icosadiene C=CC=CCCCCCCCCCCCCCCCC